2-(4-bromo-2-fluorobenzyl)hydrazine-1-carboxylic acid tert-butyl ester C(C)(C)(C)OC(=O)NNCC1=C(C=C(C=C1)Br)F